(S)-N-((4-carbamimidoylthiophen-2-yl)methyl)-7-(2-(5-(2,4-difluorophenyl)isoindolin-2-yl)acetyl)-1,4-dioxa-7-azaspiro[4.4]nonane-8-carboxamide C(N)(=N)C=1C=C(SC1)CNC(=O)[C@H]1N(CC2(OCCO2)C1)C(CN1CC2=CC=C(C=C2C1)C1=C(C=C(C=C1)F)F)=O